2-stearoyl-glycero-3-phosphoethanolamine C(CCCCCCCCCCCCCCCCC)(=O)OC(CO)COP(=O)(O)OCCN